CN1C(=NC(=C1)C(=O)OCC)C1=CC=C(C=C1)C(F)(F)F ethyl 1-methyl-2-[4-(trifluoromethyl) phenyl]-1H-imidazole-4-carboxylate